2-cyano-1-(naphthylmethyl)pyridinium iodide [I-].C(#N)C1=[N+](C=CC=C1)CC1=CC=CC2=CC=CC=C12